COC=1C2=C(C=NC1N)N=CN2CC(F)(F)F 7-Methoxy-1-(2,2,2-trifluoroethyl)-1H-imidazo[4,5-c]pyridin-6-amine